P(=O)(OC(CCCCC)=O)([O-])[O-] caproyl monophosphate